C1(CC1)N1N=CC(=C1/C=C/C1CCN(CC1)C(=O)OC(C)(C)C)C1=C(C=CC=C1Cl)Cl tert-Butyl (E)-4-(2-(1-cyclopropyl-4-(2,6-dichlorophenyl)-1H-pyrazol-5-yl)vinyl)piperidine-1-carboxylate